[C@@H]12N(C[C@@H](NC1)C2)CC2CCN(CC2)C=2C=CC=C1C(=NN(C21)C)C2C(NC(CC2)=O)=O 3-(7-(4-(((1S,4S)-2,5-diazabicyclo[2.2.1]heptan-2-yl)methyl)piperidin-1-yl)-1-methyl-1H-indazol-3-yl)piperidine-2,6-dione